Methyl 5-(1-(3,4-dichlorophenyl) pyrrolidin-3-yl)-6-methoxypicolinate ClC=1C=C(C=CC1Cl)N1CC(CC1)C=1C=CC(=NC1OC)C(=O)OC